1-(((R)-2-(aminomethyl)-3-methylbutanoyl)oxy)ethyl 2-((2-ethoxyphenoxy)methyl)morpholine-4-carboxylate trifluoroacetic acid salt FC(C(=O)O)(F)F.C(C)OC1=C(OCC2CN(CCO2)C(=O)OC(C)OC([C@H](C(C)C)CN)=O)C=CC=C1